1,1,1,3,3,3-hexafluoro-2-propyl difluorophosphate P(=O)(OC(C(F)(F)F)C(F)(F)F)(F)F